C(C1=CC=CC=C1)OC(C(CCO)(F)F)C1=CC=C(C=C1)F 4-(benzyloxy)-3,3-difluoro-4-(4-fluorophenyl)butan-1-ol